2-(4-Bromophenyl)-3-methylnon-8-en-4-yn-2-ol BrC1=CC=C(C=C1)C(C)(C(C#CCCC=C)C)O